CC1(CC1)C=1C=C(NN1)NC(=O)N1C=CC2=CC(=CC=C12)OC=1C2=C(N=CN1)CNCC2 5-(5,6,7,8-Tetrahydro-pyrido[3,4-d]pyrimidin-4-yloxy)-indole-1-carboxylic acid [5-(1-methyl-cyclopropyl)-2H-pyrazol-3-yl]-amide